ClC(OC1=CC=C(C=C1)NC(C1=CN=C(C(=C1)C1=C(C=CC=C1)NC1=C(C=C(C=C1C#N)Cl)Cl)N1C[C@@H](CC1)O)=O)(F)F (R)-N-(4-(chlorodifluoromethoxy)phenyl)-5-((2,4-dichloro-6-cyanophenyl)aminoPhenyl)-6-(3-hydroxypyrrolidin-1-yl)nicotinamide